COC(=O)C=1C(=C2C=CN(C2=CC1)C1=NC=CC=C1)F.C(#N)C=1C(=NC(=NC1)NC1=C(C=C(C=C1)N1CCN(CC1)CC)NC(C=C)=O)NC1=C(C=CC(=C1)C#N)OC(C)C N-(2-((5-cyano-4-((5-cyano-2-isopropoxyphenyl)amino)pyrimidin-2-yl)amino)-5-(4-ethylpiperazin-1-yl)phenyl)acrylamide methyl-4-fluoro-1-(pyridin-2-yl)-1H-indole-5-carboxylate